2-(2-(isopropylamino)pyridin-3-yl)-9-(4-(1-methyl-4-(trifluoromethyl)-1H-imidazol-2-yl)benzyl)-7,9-dihydro-8H-purin-8-one C(C)(C)NC1=NC=CC=C1C1=NC=C2NC(N(C2=N1)CC1=CC=C(C=C1)C=1N(C=C(N1)C(F)(F)F)C)=O